O[C@@H]1C[C@H](N(C1)C([C@@H](C(C)(C)C)NC(=O)C1CCNCC1)=O)C(N[C@@H](C)C1=CC=C(C=C1)C1=C(N=CS1)C)=O N-((R)-1-((2S,4R)-4-hydroxy-2-(((S)-1-(4-(4-methylthiazol-5-yl)phenyl)ethyl)carbamoyl)pyrrolidin-1-yl)-3,3-dimethyl-1-oxobutan-2-yl)piperidine-4-carboxamide